C1(OCCCO1)=O oxavalerolactone